OC=1[C@@]2(N(N(C(C1C(=O)OCC(C)C)=O)CC1=C(C(=C(C=C1)C#CCCCCC(=O)O)F)F)CCC2)C 7-[4-[[(4aR)-4-Hydroxy-4a-methyl-3-(2-methylpropoxycarbonyl)-2-oxo-6,7-dihydro-5H-pyrrolo[1,2-b]pyridazin-1-yl]methyl]-2,3-difluorophenyl]hept-6-ynoic acid